7-(bromomethyl-d2)-4-chloro-2-fluorobenzofuran BrC(C1=CC=C(C=2C=C(OC21)F)Cl)([2H])[2H]